FC=1C=C(C(N(C1)C1=NC=CC=C1)=C=O)NC=1C=C(C=2N(N1)C(=CN2)C(=O)N[C@H]2C(N(CCC2)C)=C=O)NC (R)-6-((5-fluoro-2-carbonyl-2H-[1,2'-bipyridinyl]-3-yl)amino)-N-(1-methyl-2-carbonylpiperidin-3-yl)-8-(methylamino)imidazo[1,2-b]pyridazine-3-carboxamide